ETHYLENEDIAMINETETRAaCETIC ACID DIHYDRATE O.O.C(CN(CC(=O)O)CC(=O)O)N(CC(=O)O)CC(=O)O